Cl.CN[C@H]1CN(C[C@H](C1)C)C1=C2C=CC=NC2=C(C=C1)C(F)(F)F Methyl-[(3R,5S)-5-methyl-1-(8-trifluoromethyl-quinolin-5-yl)-piperidin-3-yl]-amine hydrochloride